praseodymium titanium silicon nitrogen aluminum [Al].[N].[Si].[Ti].[Pr]